bromoundecylenic acid BrC(C(=O)O)CCCCCCCC=C